N-(2-(3,6-diazabicyclo[3.1.1]hept-6-yl)-5-chloropyrimidin-4-yl)-1H-indazol-5-amine C12CNCC(N1C1=NC=C(C(=N1)NC=1C=C3C=NNC3=CC1)Cl)C2